tert-Butyl N-[3-[[2-chloro-4-[[3-[4-(difluoromethoxy)-2,3-difluoro-phenyl]imidazo[1,2-a]pyrazin-8-yl]amino]benzoyl]amino]propyl]carbamate ClC1=C(C(=O)NCCCNC(OC(C)(C)C)=O)C=CC(=C1)NC=1C=2N(C=CN1)C(=CN2)C2=C(C(=C(C=C2)OC(F)F)F)F